FC1=CC=C(C=N1)C#N 6-fluoropyridine-3-carbonitrile